2-(4-(1-(aminomethyl)-5-(methoxy-d3)-4-oxo-3,4-dihydropyrido[3,4-d]pyridazine-7-yl)-1-methyl-1H-pyrazol-5-yl)-4-chloro-6-cyclopropoxy-3-fluorobenzonitrile NCC=1C2=C(C(NN1)=O)C(=NC(=C2)C=2C=NN(C2C2=C(C#N)C(=CC(=C2F)Cl)OC2CC2)C)OC([2H])([2H])[2H]